(R)-2-(4-((2-(3-Aminopiperidin-1-yl)-1H-benzo[d]imidazol-1-yl)methyl)phenyl)-2-methylpropannitril N[C@H]1CN(CCC1)C1=NC2=C(N1CC1=CC=C(C=C1)C(C#N)(C)C)C=CC=C2